ClC1=NC=C(C(=N1)NC1=C(C=CC=C1)P1(CCCCCCCC1)=O)Cl 1-(2-((2,5-dichloropyrimidin-4-yl)amino)phenyl)phosphonane 1-oxide